6-(4-isopropyl-3-(5-(6-(2-methoxyethyl)-2,6-diazaspiro[3.3]heptan-2-yl)pyridin-2-yl)-1H-pyrazol-5-yl)-8-methoxy-[1,2,4]triazolo[1,5-a]pyridine C(C)(C)C=1C(=NNC1C=1C=C(C=2N(C1)N=CN2)OC)C2=NC=C(C=C2)N2CC1(C2)CN(C1)CCOC